FC(C(=O)[O-])CCCCCC\C=C/CCCCCCCC fluoro-oleate